FC=1C=C(C=C(C1)O)C1=CN(C2=CC=C(C=C12)NS(=O)(=O)C1=CC=C(C(=O)NO)C=C1)C 4-(N-(3-(3-fluoro-5-hydroxyphenyl)-1-methyl-1H-indol-5-yl)sulfamoyl)-N-hydroxybenzoamide